P(=O)([O-])([O-])F.C1(=CC=CC=C1)[N+]#N.C1(=CC=CC=C1)[N+]#N benzenediazonium fluorophosphate